COC1=NC=C(C2=C1N=C(S2)NC(C#CC(C)O)=O)C=2C=NN(C2)C 4-Hydroxy-pent-2-ynoic acid [4-methoxy-7-(1-methyl-1H-pyrazol-4-yl)-thiazolo[4,5-c]pyridin-2-yl]-amide